F[P-](F)(F)(F)(F)F.C1(=CC=C(C=C1)[SH2+])C p-tolylsulfonium hexafluorophosphate